N-(4-Fluoro-benzyl)-N-[4-(4-fluorobenzylamino)-6-(prop-2-ynylamino)-[1,3,5]triazin-2-yl]-O-methyl-hydroxylamine FC1=CC=C(CN(OC)C2=NC(=NC(=N2)NCC2=CC=C(C=C2)F)NCC#C)C=C1